BrC1=CC(=C(C=C1)F)I 4-bromo-1-fluoro-2-iodobenzene